[B-](C1=CC=CC=C1)(C2=CC=CC=C2)(C3=CC=CC=C3)C4=CC=CC=C4.[Na+] tetraphenylboroN